2-((6-Chloropyrimidin-4-yl)difluoromethyl)-6-cyclopropylimidazo[1,2-a]Pyridine ClC1=CC(=NC=N1)C(C=1N=C2N(C=C(C=C2)C2CC2)C1)(F)F